N-(5-Chloro-1H-pyrrolo[3,2-b]pyridin-3-yl)-1-isopropyl-6-phenoxy-1H-benzo[d]imidazol-2-amine ClC1=CC=C2C(=N1)C(=CN2)NC2=NC1=C(N2C(C)C)C=C(C=C1)OC1=CC=CC=C1